(E)-4-((2,6-diaminopyridin-3-yl)diazenyl)phenol hydrochloride Cl.NC1=NC(=CC=C1/N=N/C1=CC=C(C=C1)O)N